CNC(OC1CCC(CC1)C(N(C1=NC=CC(=C1)C=1C=NN(C1)C(C)C)CC1CCC(CC1)C1=CC(=C(C=C1)OC)C#N)=O)=O 4-(((4-(3-Cyano-4-methoxyphenyl)cyclohexyl)methyl)(4-(1-isopropyl-1H-pyrazol-4-yl)pyridin-2-yl)-carbamoyl)cyclohexyl methylcarbamate